FC(C1=CC=C(C=C1)NC=1C(=NC=CN1)N1C2CN(C(C1)C2)C(C=C)=O)(F)F 1-(5-(3-((4-(trifluoromethyl)phenyl)amino)pyrazin-2-yl)-2,5-diazabicyclo[2.2.1]heptan-2-yl)prop-2-en-1-one